C(#N)C1=C(C(=NC(=C1)OC1=CC=CC=C1)C(CCC(=O)O)=O)O 4-(4-Cyano-3-hydroxy-6-phenoxy-pyridin-2-yl)-4-oxo-butyric acid